NC(CCN1C(C2=CC=CC=C2C1=O)=O)C=1SC=C(N1)Br 2-(3-amino-3-(4-bromothiazol-2-yl)propyl)isoindoline-1,3-dione